(+/-)-N3-ethyl-1-(3-methoxybenzyl)-N5-((trans)-2-methylcyclopropyl)-2-oxo-1,2-dihydropyridine-3,5-dicarboxamide C(C)NC(=O)C=1C(N(C=C(C1)C(=O)N[C@H]1[C@@H](C1)C)CC1=CC(=CC=C1)OC)=O |r|